cobalt (II) tetrakis(4-sulfophenyl)porphyrin S(=O)(=O)(O)C1=CC=C(C=C1)C1=C2C=CC(C(=C3C=CC(=C(C=4C=CC(=C(C5=CC=C1N5)C5=CC=C(C=C5)S(=O)(=O)O)N4)C4=CC=C(C=C4)S(=O)(=O)O)N3)C3=CC=C(C=C3)S(=O)(=O)O)=N2.[Co+2]